1-(4-chlorophenyl)-1H-pyrazol-3-yl-2,4-dimethylthiazole-5-carboxylate ClC1=CC=C(C=C1)N1N=C(C=C1)OC(=O)C1=C(N=C(S1)C)C